C(C)(C)=C([C@H]([C@H]([C@H](C(=O)OC)O)O)O)O isopropylidene-1-O-methyl-d-ribonic acid